NC=1SC2=C(N1)C=CC(=C2)C2=CN=C1CCCN(C1=C2)C(=O)OC2CCCCC2 cyclohexyl 7-(2-amino-1,3-benzothiazol-6-yl)-3,4-dihydro-2H-1,5-naphthyridine-1-carboxylate